Ethyl ((4-cyclopropyl-6-((3'-(4-cyclopropyl-5-((((R)-1-hydroxypropan-2-yl)amino)methyl)picolinamido)-2,2'-dimethyl-[1,1'-biphenyl]-3-yl)carbamoyl) pyridin-3-yl)methyl)-D-serinate C1(CC1)C1=C(C=NC(=C1)C(NC=1C(=C(C=CC1)C1=C(C(=CC=C1)NC(C1=NC=C(C(=C1)C1CC1)CN[C@@H](CO)C)=O)C)C)=O)CN[C@H](CO)C(=O)OCC